ethyl 3-((2-((1-(tert-butoxycarbonyl)-3-(trifluoromethyl) azetidin-3-yl) oxy) ethyl) amino)-1H-pyrrole-2-carboxylate C(C)(C)(C)OC(=O)N1CC(C1)(C(F)(F)F)OCCNC1=C(NC=C1)C(=O)OCC